methyl (S)-2-((quinolin-4-ylmethyl)amino)-9-(5,6,7,8-tetrahydro-1,8-naphthyridin-2-yl)nonanoate N1=CC=C(C2=CC=CC=C12)CN[C@H](C(=O)OC)CCCCCCCC1=NC=2NCCCC2C=C1